7-fluoro-N-(4-chlorobenzyl)-9H-pyrido[3,4-b]indole-1-carboxamide FC1=CC=C2C3=C(NC2=C1)C(=NC=C3)C(=O)NCC3=CC=C(C=C3)Cl